2,5-dimethyl-N-(3-(propylsulfonyl)-[1,2,4]triazolo[4,3-a]pyridin-6-yl)benzamide CC1=C(C(=O)NC=2C=CC=3N(C2)C(=NN3)S(=O)(=O)CCC)C=C(C=C1)C